C(C=C)N1CCN(CC1)C1CCN(CC1)C1=C(C=C(C(=C1)OC)NC1=NC=NC(=C1)N1OCC[C@@H]1C1=CC(=CC=C1)C#N)NC(C=C)=O N-(2-(4-(4-allylpiperazine-1-yl)piperidine-1-yl)-5-((6-((R)-3-(3-cyanophenyl)isoxazolidine-2-yl)pyrimidine-4-yl)amino)-4-methoxyphenyl)acrylamide